3-(5-(3-hydroxy-1-methyl-2-oxopyrrolidin-3-yl)phenyl)pyrimidine-2-carboxamide methyl-4-(1-(2,2,2-trifluoroethyl)-4-(trifluoromethyl)-1H-imidazol-2-yl)benzoate COC(C1=CC=C(C=C1)C=1N(C=C(N1)C(F)(F)F)CC(F)(F)F)=O.OC1(C(N(CC1)C)=O)C=1C=CC=C(C1)N1C(N=CC=C1)C(=O)N